FC(=C1CNCC1)F 3-(difluoromethylene)pyrrolidine